dimethyl-(2-methacryloyloxyethyl)(3-phosphonopropyl)ammonium C[N+](CCCP(=O)(O)O)(CCOC(C(=C)C)=O)C